3-((2-((3S,4R)-3-fluoro-4-hydroxy-3-methylpiperidin-1-yl)pyrimidin-4-yl)amino)-5-isopropyl-8-((2R,3S)-2-methyl-3-((methanesulfonyl)methyl)azetidin-1-yl)isoquinoline-7-carbonitrile F[C@]1(CN(CC[C@H]1O)C1=NC=CC(=N1)NC=1N=CC2=C(C(=CC(=C2C1)C(C)C)C#N)N1[C@@H]([C@H](C1)CS(=O)(=O)C)C)C